2-[[5-[4-(2,2-difluorocyclopropyl)-6-methoxy-pyrimidin-5-yl]pyrazolo[4,3-d]pyrimidin-1-yl]methoxy]ethyl-trimethyl-silane FC1(C(C1)C1=NC=NC(=C1C=1N=CC2=C(N1)C=NN2COCC[Si](C)(C)C)OC)F